BrC1=CC=C(CN2C3N(C4N(C(N(C2C4)CC4=CC=C(C=C4)Br)C3=O)CC3=CC=C(C=C3)Br)CC3=CC=C(C=C3)Br)C=C1 2,4,6,8-tetra(4-bromobenzyl)-2,4,6,8-tetraazaadamantan-9-one